AmmonioMethacrylate [NH3+]C=C(C(=O)[O-])C